BrC=1C=C2C(=CC1)C(N(CC21CC1)CC(=O)O)=O 2-(6-bromo-1-oxo-spiro[3H-isoquinoline-4,1'-cyclopropane]-2-yl)acetic acid